ClC1=C(C(=NC(=C1)C1=CC(=CC(=C1)C(F)(F)F)F)N)[N+](=O)[O-] 4-Chloro-6-[3-fluoro-5-(trifluoromethyl)phenyl]-3-nitropyridin-2-amine